(±)-2-methyl-1-butanol C[C@@H](CO)CC |r|